tert-butyl (3-(methylamino) butan-2-yl)carbamate CNC(C(C)NC(OC(C)(C)C)=O)C